ClC1=C(C=CC(=C1)C1=NOC(=N1)C)C1=NC=C(C(=O)O)C=C1 6-(2-chloro-4-(5-methyl-1,2,4-oxadiazol-3-yl)phenyl)nicotinic acid